O=C1N(C(C2=CC=CC=C12)=O)C[C@@H]1[C@@H](N(C[C@@H](C1(F)F)C)C(=O)OCC1=CC=CC=C1)C benzyl (2s,3r,5s)-3-[(1,3-dioxoisoindolin-2-yl) methyl]-4,4-difluoro-2,5-dimethyl-piperidine-1-carboxylate